C(C)C(CN(C(=O)Cl)CC(CCCC)CC)CCCC di-(2-ethylhexyl)carbamoyl chloride